(2S)-2-(4,5-dimethylpyridin-3-yl)-1-methylpyrrolidin-1-ium acetate C(C)(=O)[O-].CC1=C(C=NC=C1C)[C@H]1[NH+](CCC1)C